CN1C(C=2N(CC1)N=C(C2)[N+](=O)[O-])=O 5-Methyl-2-nitro-6,7-dihydropyrazolo[1,5-a]pyrazine-4(5H)-one